FC(OC=1C=C(C=CC1)CCCC1=CC=C(C=C1)C=1C=C(C=CC1)S(=O)(=O)N)(F)F 3-(4-(3-(3-(trifluoromethoxy)phenyl)propyl)phenyl)benzenesulfonamide